FC1=C(C=CC(=C1)F)[C@H](C)NC(CN1C(NC2=C(C1)C(=NC=C2)OC)=O)=O N-[(1S)-1-(2,4-Difluorophenyl)ethyl]-2-{5-methoxy-2-oxo-1H,4H-pyrido[4,3-d]pyrimidin-3-yl}acetamide